N-((2S,3S)-1-(cyclobutylcarbonyl)-2-((2,3',5-trifluorobiphenyl-3-yl)methyl)pyrrolidin-3-yl)methanesulfonamide C1(CCC1)C(=O)N1[C@H]([C@H](CC1)NS(=O)(=O)C)CC=1C(=C(C=C(C1)F)C1=CC(=CC=C1)F)F